CC(C(=O)NC1CCOCC1)N1NC(N2C(=CC=3C=CC=CC23)C1=O)=O methyl-2-(1,4-dioxo-3H-[1,2,4]triazino[4,5-a]indol-2-yl)-N-tetrahydropyran-4-yl-acetamide